CN(CC(=O)O)C1=NC2=CC=C(C=C2C(=C1)C1=CC=CC=C1)CCC1NC2=CC=CC=C2NC1 2-[methyl({4-phenyl-6-[2-(1,2,3,4-tetrahydroquinoxalin-2-yl)ethyl]quinolin-2-yl})amino]acetic acid